1-(6-(6-(4-methoxypyridin-3-yl)-4-methyl-1H-pyrazolo[4,3-c]pyridin-1-yl)-4-((2R,3S)-2-methyl-3-((methylsulfonyl)methyl)azetidin-1-yl)pyridin-2-yl)pyrrolidin-2-one COC1=C(C=NC=C1)C1=CC2=C(C(=N1)C)C=NN2C2=CC(=CC(=N2)N2C(CCC2)=O)N2[C@@H]([C@H](C2)CS(=O)(=O)C)C